N-(3-fluoro-7-(2-hydroxyethyl)-4,7-dimethyl-8-oxo-5,6,7,8-tetrahydronaphthalen-1-yl)acetamide FC=1C=C(C=2C(C(CCC2C1C)(C)CCO)=O)NC(C)=O